(Z)-5-((3'-ethoxy-4'-(3-(4-methoxybenzyl)-7-oxo-6,7-dihydro-3H-[1,2,3]triazolo[4,5-d]pyrimidin-5-yl)-[1,1'-biphenyl]-3-yl)methylene)thiazolidine-2,4-dione C(C)OC=1C=C(C=CC1C=1NC(C2=C(N1)N(N=N2)CC2=CC=C(C=C2)OC)=O)C2=CC(=CC=C2)\C=C/2\C(NC(S2)=O)=O